C(C)(C)C1=NN(C=C1NC1=NC=CC=N1)C1CCN(CC1)C1CCOCC1 N-(3-isopropyl-1-(1-(tetrahydro-2H-pyran-4-yl)piperidin-4-yl)-1H-pyrazol-4-yl)pyrimidin-2-amine